C(C)(C)(C)C(C(=O)[O-])(C(=O)[O-])CCC.[Li+].BrC1=CC=C(C=C1)[Si](C)(C)C.[Li+] 1-bromo-4-(trimethylsilyl)benzene lithium 2-(tert-butyl)-2-propylpropanedioate